[Pd](Cl)Cl.C1(=CC=CC=C1)[Fe]C1=CC=CC=C1 diphenyliron palladium dichloride